CN(CCNC(C1=CC=C(C=C1)C1=NC2=CC=C3C(=C2C=2CCCCC12)C=NN3)=O)C N-(2-(dimethylamino)ethyl)-4-(8,9,10,11-tetrahydro-3H-pyrazolo[4,3-a]phenanthridin-7-yl)benzamide